CN(C1=C2CCNCC2=CC=C1)C1=CC=C(C=C1)C(F)(F)F 5-(methyl(4-(trifluoromethyl)phenyl)amino)-1,2,3,4-tetrahydroisoquinoline